C(C)(C)(C)OC(=O)N1CCC(CC1)C1=CC=2N=NC(=CC2N1CC)Cl 4-{3-chloro-5-ethylpyrrolo[3,2-c]pyridazin-6-yl}piperidine-1-carboxylic acid tert-butyl ester